7-azido-1-((4-fluorophenyl)sulfonyl)heptane-2-ol N(=[N+]=[N-])CCCCCC(CS(=O)(=O)C1=CC=C(C=C1)F)O